[Li].C(C(C)C)(=O)OCC ethyl isobutyrate lithium salt